methyl (2R)-1-[(4-tert-butylphenyl)sulfamoyl]pyrrolidine-2-carboxylate C(C)(C)(C)C1=CC=C(C=C1)NS(=O)(=O)N1[C@H](CCC1)C(=O)OC